ClC=1C(=NC(=C(C1)F)N1C(N(C(=CC1=O)C(C)(F)F)C)=O)OC=1C(=NC=CC1)OCC(=O)O {[3-({3-chloro-5-fluoro-6-[3-methyl-2,6-dioxo-4-(1,1-difluoroethyl)-3,6-dihydropyrimidin-1(2H)-yl]pyridin-2-yl}oxy)pyridin-2-yl]oxy}acetic acid